(4-amino-1,3-dihydrofuro[3,4-c][1,7]naphthyridin-8-yl)((3S)-1-oxido-3-(4-(trifluoromethyl)phenyl)thiomorpholino)methanone 2,2,2-trifluoroacetate FC(C(=O)O)(F)F.NC1=NC=2C=NC(=CC2C2=C1COC2)C(=O)N2[C@H](CS(CC2)=O)C2=CC=C(C=C2)C(F)(F)F